dimethyl-glucitol CC([C@H](O)[C@@H](O)[C@H](O)[C@H](O)CO)(O)C